tert-butyl [3-chloro-2-(5-{1-[(6,7-dimethoxy-2-methylquinazolin-4-yl)amino]ethyl}thiophen-2-yl)benzyl]carbamate ClC=1C(=C(CNC(OC(C)(C)C)=O)C=CC1)C=1SC(=CC1)C(C)NC1=NC(=NC2=CC(=C(C=C12)OC)OC)C